N-(azetidin-3-yl)-4-(4-((1,3-dimethyl-1H-indazol-6-yl)oxy)pyridin-2-yl)-2-ethylbenzamide N1CC(C1)NC(C1=C(C=C(C=C1)C1=NC=CC(=C1)OC1=CC=C2C(=NN(C2=C1)C)C)CC)=O